ClC=1C(=C(C(=CC1)N1N=NC(=C1)Cl)C1=NC=NC(=C1)OC)F 4-(3-chloro-6-(4-chloro-1H-1,2,3-triazol-1-yl)-2-fluorophenyl)-6-methoxypyrimidine